(S)-4-{4-[5-(acetamidomethyl)-2-oxooxazolidin-3-yl]-2-fluorophenyl}-1-(3,5-dimethoxybenzyl)pyridine-1-ium bromide [Br-].C(C)(=O)NC[C@H]1CN(C(O1)=O)C1=CC(=C(C=C1)C1=CC=[N+](C=C1)CC1=CC(=CC(=C1)OC)OC)F